(R)-N-(4-(8-amino-3,5-dimethylimidazo[1,5-a]pyrazin-1-yl)-3-methylphenyl)-2-(3-chlorophenyl)-2-hydroxyacetamide NC=1C=2N(C(=CN1)C)C(=NC2C2=C(C=C(C=C2)NC([C@H](O)C2=CC(=CC=C2)Cl)=O)C)C